CS(=O)(=O)CC1=NC=CC(=C1)[N+](=O)[O-] 2-(methanesulfonylmethyl)-4-nitropyridine